CN(C(C1=CC=C(C=C1)NC1=NC=C(C(=N1)NCC1=C(C=CC=C1)NS(=O)(=O)C)C(F)(F)F)=O)C N,N-dimethyl-4-{[4-({2-[(methylsulfonyl)amino]benzyl}amino)-5-(trifluoromethyl)pyrimidin-2-yl]amino}benzamide